C1N(CC2=CC=CC=C12)CCNC=1N=C(C2=C(N1)N=C(C=C2C)C)N N2-(2-(isoindolin-2-yl)ethyl)-5,7-dimethylpyrido[2,3-d]pyrimidine-2,4-diamine